COC(CC[C@@H](C)[C@H]1CC[C@H]2[C@@H]3[C@@H](C[C@@H]4[C@H](C(CC[C@]4(C)[C@H]3CC[C@]12C)=O)F)OCOC)=O 4β-fluoro-7α-methoxymethoxy-3-oxo-5β-cholanic acid methyl ester